ClC1=C(C=C(C#N)C=C1)C=1NC2=C(C(=CC(=C2C(C1)=O)F)F)C 4-chloro-3-(5,7-difluoro-8-methyl-4-oxo-1,4-dihydroquinolin-2-yl)benzonitrile